C(C)(=O)N[C@H](COCC1=CC=CC=C1)C(=O)NC1CCC(CC1)NC(=O)C1=CC2=CC=C(C=C2C=C1)O N-(4-(N-acetyl-O-benzyl-D-seryl)aminocyclohexyl)-6-hydroxy-β-naphthamide